FC(C(=O)NC=1C(=C(C=CC1F)C1=C(C(=O)N)C=CC=C1)F)F (3-(2,2-difluoroacetamido)-2,4-difluorophenyl)benzamide